NC1CCC2CN(CC21)CCCNC2=CC(=NC1=CC=CC=C21)C2=CC=C(C=C2)OC N-(3-(4-Aminohexahydrocyclopenta[c]pyrrol-2(1H)-yl)propyl)-2-(4-methoxyphenyl)quinolin-4-amine